N-(6-aminoquinoxalin-5-yl)-N-methyl-methanesulfonamide NC=1C(=C2N=CC=NC2=CC1)N(S(=O)(=O)C)C